perfluoromorpholine FN1C(C(OC(C1(F)F)(F)F)(F)F)(F)F